C(C)(=O)O.C(C)(=O)O.C(C)O[Si](O[Sn](CCCC)(CCCC)O[Si](OCC)(OCC)OCC)(OCC)OCC bis(triethoxysiloxy)dibutyl-tin diacetate